FC1(CCCC=2C(=NC(=NC12)N1[C@H](CC1)C)N1CC2C(C(C1)C2)CC(=O)OCC)F ethyl 2-(3-(8,8-difluoro-2-((S)-2-methylazetidin-1-yl)-5,6,7,8-tetrahydroquinazolin-4-yl)-3-azabicyclo[3.1.1]heptan-6-yl)acetate